L-glutamylfructose N[C@@H](CCC(=O)O)C(=O)C(O)C(=O)[C@@H](O)[C@H](O)[C@H](O)CO